gold-cobalt-Lanthanum-cerium-germanium gold [Au].[Ge].[Ce].[La].[Co].[Au]